COC1=C(C2=CC=CC=C2C=C1)C=O 2-methoxy-1-naphthaldehyde